(S)-2-((tert-butoxycarbonyl)amino)-4-(dimethylamino)butanoic acid C(C)(C)(C)OC(=O)N[C@H](C(=O)O)CCN(C)C